O[C@@H]1CN(CC1)C(=O)C=1C=CC(=NC1C)C#N 5-((S)-3-hydroxypyrrolidine-1-carbonyl)-6-methylpicolinonitrile